O=C1N(C=CN(C1=O)CC#C)C1(CC1)C#N 1-(2,3-dioxo-4-(prop-2-yn-1-yl)-3,4-dihydropyrazin-1(2H)-yl)cyclopropane-1-carbonitrile